tert-Butyl (R)-4-(2-((5-(3-((4-(1H-pyrazol-4-yl)benzyl)(cyclopropyl)carbamoyl)piperidin-1-yl)pyridin-3-yl)oxy)-2-methylpropanoyl)piperazine-1-carboxylate N1N=CC(=C1)C1=CC=C(CN(C(=O)[C@H]2CN(CCC2)C=2C=C(C=NC2)OC(C(=O)N2CCN(CC2)C(=O)OC(C)(C)C)(C)C)C2CC2)C=C1